CC1=NC=C2COC[C@H](N21)C2=CC=C(C=C2)NC(=O)N[C@@H]2COCC2 |&1:8| 1-(4-((RS)-3-methyl-5,6-dihydro-8H-imidazo[5,1-c][1,4]oxazin-5-yl)phenyl)-3-((S)-tetrahydrofuran-3-yl)urea